ClC=1C=C(C=CC1F)C(C=1NC=C(N1)S(=O)(=O)N1CCN(CC1)C)C1=CC(=C(C=C1)F)F ((2-((3-chloro-4-fluorophenyl)(3,4-difluorophenyl)methyl)-1H-imidazol-4-yl)sulfonyl)-4-methylpiperazine